COC1=CC(=CC(=C1O)OC)/C=C/C(=O)CC(=O)/C=C/C2=CC(=C(C=C2)O)OC 5'-methoxycurcumin